FC1=CC=C(C=N1)C1=NC=C(C=C1)CNCCNS(=O)(=O)C=1C=2C=CN=CC2C=CC1 N-(2-(((6'-Fluoro-[2,3'-bipyridin]-5-yl)methyl)amino)ethyl)isoquinoline-5-sulfonamide